C(C)OC(=O)C1N(CCN(C1)C(CC(C)C)=O)CC(=O)NC1=CC2=C(OCO2)C=C1C(C)=O 1-(2-((6-acetylbenzo[d][1,3]dioxol-5-yl)amino)-2-oxoethyl)-4-(3-methylbutanoyl)piperazine-2-carboxylic acid ethyl ester